3-(tetrahydro-1H-pyrrolizin-7a(5H)-yl)prop-2-en-1-one C1CCN2CCCC12C=CC=O